NCC#CC=1C=C(C=2C=CN(C2C1)CC(F)(F)F)NC1CCN(CC1)C 6-(3-aminoprop-1-ynyl)-N-(1-methyl-4-piperidyl)-1-(2,2,2-trifluoroethyl)indol-4-amine